ClC=1C=C(C(=NC1)OC1=CC=C(C=C1)C1=CC=CC(=N1)CC(CC(=O)OCC)=O)F ethyl 4-(6-(4-((5-chloro-3-fluoropyridin-2-yl) oxy) phenyl) pyridin-2-yl)-3-oxobutanoate